2-(6-bromo-1-oxo-3,4-dihydroisoquinolin-2-yl)acetic acid tert-butyl ester C(C)(C)(C)OC(CN1C(C2=CC=C(C=C2CC1)Br)=O)=O